3-hydroxy-3-(2-methoxypyridin-4-yl)butanoic acid OC(CC(=O)O)(C)C1=CC(=NC=C1)OC